N-(5-(4,4,5,5-tetramethyl-1,3,2-dioxaborolan-2-yl)-2-(trifluoromethoxy)phenyl)acrylamide methyl-3-(5-(3-carbamimidoyl-4-fluorophenoxy)-6-fluoro-1H-indol-4-yl)-2,2-dimethylpropanoate COC(C(CC1=C2C=CNC2=CC(=C1OC1=CC(=C(C=C1)F)C(N)=N)F)(C)C)=O.CC1(OB(OC1(C)C)C=1C=CC(=C(C1)NC(C=C)=O)OC(F)(F)F)C